ClCC(=O)NC1=C(C=CC(=C1)OCC)C(F)(F)F 2-chloro-N-(5-ethoxy-2-(trifluoromethyl)phenyl)acetamide